3,5-difluoro-4-hydroxy-N-{[(1r,4r)-4-{6-[1-(propan-2-yl)-1H-pyrazol-4-yl]-2H-indazol-2-yl}cyclohexyl]methyl}benzamide lithium [Li].FC=1C=C(C(=O)NCC2CCC(CC2)N2N=C3C=C(C=CC3=C2)C=2C=NN(C2)C(C)C)C=C(C1O)F